C(#N)C=1C=CC2=CN(N=C2C1OC1CCN(CC1)C(C(=O)OC)(C)C)CC1=C2C=CNC2=C(C=C1S(=O)(=O)C)C Methyl 2-(4-((6-cyano-2-((7-methyl-5-(methylsulfonyl)-1H-indol-4-yl)methyl)-2H-indazol-7-yl)oxy)piperidin-1-yl)-2-methylpropanoate